BrC=1SC2=C3C(CCCOC13)=C(NC2=O)C(C)N2N=CC(=C2)C#N 1-(1-(1-bromo-3-oxo-4,6,7,8-tetrahydro-3H-9-oxa-2-thia-4-azabenzo[cd]azulen-5-yl)ethyl)-1H-pyrazole-4-carbonitrile